NC=1NC(C=2N(C(N(C2N1)[C@@H]1O[C@@H]([C@H]([C@H]1O)F)CO)=O)CC1=CC(=CC=C1)OC)=O 2-Amino-9-((2R,3S,4S,5R)-4-fluoro-3-hydroxy-5-(hydroxymethyl)tetrahydrofuran-2-yl)-7-(3-methoxybenzyl)-7,9-dihydro-1H-purin-6,8-dion